C(C)(C)(C)OC(=O)N1C(CCC1)C(NC=1C=C2CC(CC2=C(C1)F)C(=O)OCC)=O 2-[(2-ethoxycarbonyl-7-fluoro-indan-5-yl)carbamoyl]pyrrolidine-1-carboxylic acid tert-butyl ester